CS(=O)(=O)OC1COC2(C1)CCN(CC2)C(=O)OC(C)(C)C tert-butyl 3-methylsulfonyloxy-1-oxa-8-azaspiro[4.5]decane-8-carboxylate